BrC=1C(=CC=2C3=C(C(=NC2C1F)OCC)C=C(N3[C@H]3[C@H]1CN([C@@H]3C1)C(=O)OC(C)(C)C)CN1C(CN(CC1)C(C)C)=O)CCC#N tert-Butyl (1R,4R,5S)-5-(7-bromo-8-(2-cyanoethyl)-4-ethoxy-6-fluoro-2-((4-isopropyl-2-oxopiperazin-1-yl)methyl)-1H-pyrrolo[3,2-c]quinolin-1-yl)-2-azabicyclo[2.1.1]hexane-2-carboxylate